FC(C=1C=C(C=NC1)C(=O)N)(F)F 5-(trifluoromethyl)-pyridine-3-carboxamide